C(N)(=O)C1=NN(C(=C1)C)C1=CC=C(CC2=C(C=CC=C2)C2=CC=CC=C2)C=C1 (4-(3-carbamoyl-5-methyl-1H-pyrazol-1-yl)benzyl)-[1,1'-biphenyl]